FC=1C(=NC=CC1)CC1=NN2C(=NC(=C(C2=N1)C=1C=CC=2N(C1)C(=CN2)C)N2CC1(COC1)CC2)N 2-((3-fluoropyridin-2-yl)methyl)-8-(3-methylimidazo[1,2-a]pyridin-6-yl)-7-(2-oxa-6-azaspiro[3.4]octan-6-yl)-[1,2,4]triazolo[1,5-c]pyrimidin-5-amine